1-methyl-1H-benzo[d][1,2,3]triazol CN1N=NC2=C1C=CC=C2